methyl-4-(2-(4-pyridyl)ethyl)-2,2'-bipyridine CC=1C(=NC=CC1CCC1=CC=NC=C1)C1=NC=CC=C1